N-(4-fluorobenzyl)-2-(2-oxo-2,3-dihydro-1H-pyrido[2,3-b][1,4]thiazin-3-yl)acetamide FC1=CC=C(CNC(CC2C(NC3=C(S2)N=CC=C3)=O)=O)C=C1